Cl.N1CC(C1)NC1=CC(=C(C(=O)NCC(F)F)C=C1)Cl 4-(azetidin-3-ylamino)-2-chloro-N-(2,2-difluoroethyl)benzamide hydrochloride